C(C)N1CC2=CC(=C(C=C2CC1)NC1=NC=C(C(=N1)C1=CC2=C(C(N(CCS2(=O)=O)C)=O)S1)C(F)(F)F)C 7-(2-((2-ethyl-7-methyl-1,2,3,4-tetrahydroisoquinolin-6-yl)amino)-5-(trifluoromethyl)pyrimidin-4-yl)-4-methyl-3,4-dihydrothieno[2,3-f][1,4]thiazepin-5(2H)-one 1,1-dioxide